C(C(C)C)C1=CC(=C2C(C(=NN(C2=C1)C1=CC=C(C=C1)OC(F)(F)F)C(=O)O)=O)S(=O)(=O)C 7-isobutyl-5-methylsulfonyl-4-oxo-1-[4-(trifluoromethoxy)phenyl]cinnoline-3-carboxylic acid